NC=1C=C(C=C(C1)Cl)O 3-amino-5-chlorophenol